CC=1N=C2N(N=C(C=C2C)C=2N=C3N(C(C2)=O)N=C(S3)C3CCNCC3)C1 7-(2,8-Dimethylimidazo[1,2-b]pyridazin-6-yl)-2-(4-piperidyl)-[1,3,4]thiadiazolo[3,2-a]pyrimidin-5-on